C(OC(C(=O)N(C=1SC(=C(N1)C(NC1CCC12CCCC2)=O)C)C2=CC(=NC(=C2)F)F)C)(OCC)=O (2-((2,6-difluoro-4-pyridyl)-(5-methyl-4-(spiro[3.4]octan-3-ylcarbamoyl)-thiazol-2-yl)-amino)-1-methyl-2-oxo-ethyl) ethyl carbonate